N[C@@H]1CC[C@H](CC1)OC=1C=CC2=C(\C(\C(C=3C(=NC=NC23)N)(C)C)=N/OC)C1 (6Z)-8-(trans-4-aminocyclohexyloxy)-6-methoxyimino-5,5-dimethyl-benzo[h]quinazolin-4-amine